C(=O)O.C(=O)O.C(=O)O.C[C@H]1CN(CCN1C)CC1=CC=C(NC=2C(=NC(=C(N2)NC)C=2C3=C(C=NC2)N(C=N3)C)C(=O)N)C=C1 3-[4-[[(3S)-3,4-Dimethylpiperazin-1-yl]methyl]anilino]-5-(methylamino)-6-(3-methylimidazo[4,5-c]pyridin-7-yl)pyrazine-2-carboxamide tris-formate salt